10-methyl-6b,7,10,10a-tetrahydrofluoranthene CC1C=CCC2C3=CC=CC4=CC=CC(C12)=C43